COC1=C(C=C(C=C1)C1=CC=CC=C1)C(=O)Cl 4-methoxy-[1,1'-biphenyl]-3-carbonyl chloride